[C@H]12CN(C[C@H](CC1)N2)C=2C1=C(N=C(N2)OC[C@H]2N(CCC2)C)CN(CC1)C1=C(C(=C(C2=CC=CC=C12)F)O)F 4-(4-((1R,5S)-3,8-diazabicyclo[3.2.1]octan-3-yl)-2-(((S)-1-methylpyrrolidin-2-yl)methoxy)-5,8-dihydropyrido[3,4-d]pyrimidin-7(6H)-yl)-1,3-difluoronaphthalen-2-ol